2-(7-Chloroimidazo[1,2-a]pyridine-2-carbonyl)-N-(6-chloropyridin-3-yl)hydrazine-1-carbothioamide ClC1=CC=2N(C=C1)C=C(N2)C(=O)NNC(NC=2C=NC(=CC2)Cl)=S